FC(OC1=C(C=C(C=C1)S(=O)(=O)CC)C1=NN(C=C1NC(=O)C=1C=NN2C1N=CC=C2)C)F N-[3-[2-(difluoromethoxy)-5-ethylsulfonyl-phenyl]-1-methyl-pyrazol-4-yl]pyrazolo[1,5-a]pyrimidine-3-carboxamide